2-hydroxy-3-methylbutyramide OC(C(=O)N)C(C)C